C(C)(=O)C1=CC=NC2=C(C=CC=C12)NS(=O)(=O)C=1N(C=CN1)CC N-(4-acetylquinolin-8-yl)-1-ethyl-1H-imidazole-2-sulfonamide